C(CCC)C(C(C(=S)OCC(CO)(CO)CO)(CCCC)CCCC)CCCC pentaerythritol tetrabutyl-thiopropionate